COC=1C=2N(C=C(N1)C)N=C(C2)C(CC(=O)O)=O.N2CCC(CC2)C2=CC=C(N)C=C2 4-(4-piperidyl)aniline 3-(4-methoxy-6-methylpyrazolo[1,5-a]pyrazin-2-yl)-3-oxopropionate